FC1=C(C=CC=C1)C1=CC(=CN1S(=O)(=O)C1=CC(=CC=C1)S)CN(C(OC(C)(C)C)=O)C tert-butyl ((5-(2-fluorophenyl)-1-((3-mercaptophenyl)sulfonyl)-1H-pyrrol-3-yl)methyl)(methyl)carbamate